OS(=O)(=O)OCC=C allyl hydroxysulfonate